[N+](=O)([O-])C1=CC=C(CC2C(CCC2)=O)C=C1 2-(E)-(4-nitrobenzyl)-1-cyclopentanone